C(C)(C)N1N=C(C=C1)C1=C(C2=C(N=C(N=C2O)C=2N(C=CN2)C)S1)C1=CC=CC=C1 6-(1-Isopropyl-1H-pyrazol-3-yl)-2-(1-methyl-1H-imidazol-2-yl)-5-phenylthieno[2,3-d]pyrimidin-4-ol